O=C1N(CCC1)[C@H]1C(=NN(C1)C(=O)N[C@H](C)C1=NC(=NO1)C)C1=CC=C(C=C1)C (R)-4-(2-oxopyrrolidin-1-yl)-3-(4-methylphenyl)-N-((R)-1-(3-methyl-1,2,4-oxadiazol-5-yl)ethyl)-4,5-dihydro-1H-pyrazol-1-carboxamide